(S)-(4-(1H-imidazole-2-carbonyl)-3-methylpiperazin-1-yl)(7-(3,4-dimethoxyphenyl)pyrazolo[1,5-a]pyrimidin-2-yl)methanone N1C(=NC=C1)C(=O)N1[C@H](CN(CC1)C(=O)C1=NN2C(N=CC=C2C2=CC(=C(C=C2)OC)OC)=C1)C